(2R,6S)-4-(2-Chloro-6-((1-(methoxycarbonyl)-1,2,3,4-tetrahydronaphthalen-1-yl)methyl)-5-nitropyrimidine-4-yl)-2,6-dimethylpiperazine-1-carboxylate ClC1=NC(=C(C(=N1)N1C[C@H](N([C@H](C1)C)C(=O)[O-])C)[N+](=O)[O-])CC1(CCCC2=CC=CC=C12)C(=O)OC